OC=1C(NN=C(C1)CCC1CCC(CC1)OC)=O 4-hydroxy-6-[2-(4-methoxycyclohexyl)ethyl]pyridazin-3(2H)-one